OC[C@H](C)N1C=NC2=C(C1=O)C=C(N=C2C=2C=NC=CC2)C(=O)N(C)C (S)-3-(1-hydroxy-prop-2-yl)-N,N-dimethyl-4-oxo-8-(pyridin-3-yl)-3,4-dihydropyrido[3,4-d]pyrimidine-6-carboxamide